[(3aS,7aS)-3a-(3,4-dimethoxyphenyl)-1-methyl-2,3,4,5,7,7a-hexahydroindol-6-ylidene]amino-4-chloro-aniline COC=1C=C(C=CC1OC)[C@@]12CCN([C@H]2CC(CC1)=NNC1=CC=C(C=C1)Cl)C